N-(4-((R)-3-((R)-3-(3-chlorophenyl)pyrrolidin-1-yl)-2-hydroxypropoxy)phenyl)-N-methylmethanesulfonamide ClC=1C=C(C=CC1)[C@@H]1CN(CC1)C[C@H](COC1=CC=C(C=C1)N(S(=O)(=O)C)C)O